C(C)OC(C1=CC(=CC=C1)NC(=O)C=1SC(=CC1S(N(C)C1=CC(=C(C=C1)OCC)OC)(=O)=O)Cl)=O.C(C1=CC=CC=C1)NCC1CC(CCC1)CN N-benzyl-1,3-bis(aminomethyl)cyclohexane Ethyl-3-(5-chloro-3-(N-(4-ethoxy-3-methoxyphenyl)-N-methylsulfamoyl)thiophene-2-carboxamido)benzoate